2-amino-propane-1,3-diol NC(CO)CO